7-fluoro-3,4-dihydro-2H-benzo[b][1,4]thiazine FC=1C=CC2=C(SCCN2)C1